FC=1C=C(C=CC1)C(=C)P(C1=CC=CC=C1)(C1=CC=CC=C1)=O (1-(3-fluorophenyl)vinyl)diphenylphosphin oxide